N-(bis-methylsulfanyl-methylene)-2-chloro-benzenesulfonamide CSC(=NS(=O)(=O)C1=C(C=CC=C1)Cl)SC